tert-Butyl 4-((2R,3R)-2-methyl-1-(6-(1-methyl-4-oxo-1,8-diazaspiro[4.5]decan-8-yl)-2-(trifluoromethyl)pyrimidin-4-yl)azetidin-3-yl)piperazine-1-carboxylate C[C@H]1N(C[C@H]1N1CCN(CC1)C(=O)OC(C)(C)C)C1=NC(=NC(=C1)N1CCC2(C(CCN2C)=O)CC1)C(F)(F)F